2-(2,5-dimethyl-1H-pyrrol-1-yl)-6-isobutylpyridine CC=1N(C(=CC1)C)C1=NC(=CC=C1)CC(C)C